1-benzotriazolecarboxylic acid N1(N=NC2=C1C=CC=C2)C(=O)O